C(C)(C)(C)OC(=O)N1C[C@H](OCC1)C1=CC=C(C=C1)Br (2R)-2-(4-bromophenyl)morpholine-4-carboxylic acid tert-butyl ester